trimethylammoniohexyl bromide C[N+](C)(C)CCCCCCBr